4-((3'-(3-(3-oxa-9-azaspiro[5.5]undec-9-yl)propoxy)-2,2'-dimethyl-[1,1'-biphenyl]-3-yl)-methoxy)-5-chloro-2-hydroxybenzaldehyde C1COCCC12CCN(CC2)CCCOC=2C(=C(C=CC2)C2=C(C(=CC=C2)COC2=CC(=C(C=O)C=C2Cl)O)C)C